2-(amino-d2)-1-(3,4-dichlorophenyl)ethan-1-one-2,2-d2 N(C(C(=O)C1=CC(=C(C=C1)Cl)Cl)([2H])[2H])([2H])[2H]